COC1=CC=C(C=C1)C(OC[C@@H]1[C@@H]([C@H]([C@@H](O1)N1C=2N=C(NC(C2N=C1)=O)NC(C(C)C)=O)P([O-])([O-])=O)F)(C1=CC=CC=C1)C1=CC=C(C=C1)OC.C(C)[NH+](CC)CC.C(C)[NH+](CC)CC triethylammonium (2R,3S,4S,5R)-5-((bis(4-methoxyphenyl)(phenyl)methoxy)methyl)-4-fluoro-2-(2-isobutyramido-6-oxo-1,6-dihydro-9H-purin-9-yl)tetrahydrofuran-3-yl-phosphonate